NC1=NN2C(C=C(C=C2)C2=C3C=NN(C3=CC(=C2)C(=O)O)C)=N1 4-(2-amino-[1,2,4]triazolo[1,5-a]pyridin-7-yl)-1-methyl-1H-indazole-6-carboxylic acid